COC=1C=C2CC(N3C(C2=CC1OC)=CCN(C3=O)CCNC(=O)N)=NCC3=C(C=C(C=C3C)C)C (2E)-9,10-dimethoxy-4-oxo-2-([(2,4,6-trimethylphenyl)methyl]imino-6H,7H-pyrimido[4,3-a]isoquinolin-3-yl)ethyl-urea